4-fluoro-1H-pyrazole-3-sulfonamide FC=1C(=NNC1)S(=O)(=O)N